L-alanine-tert-butyl ester C(C)(C)(C)OC([C@@H](N)C)=O